8-(1-acetylpiperidin-4-yl)-4-chloro-1-ethyl-2-(trifluoromethyl)chromeno[7,8-d]imidazol-6(1H)-one C(C)(=O)N1CCC(CC1)C=1OC2=C(C(C1)=O)C=C(C=1N=C(N(C12)CC)C(F)(F)F)Cl